C1(=CC=CC=C1)[Ag](C1=CC=CC=C1)C1=CC=CC=C1 triphenylsilver